NCC1=NNC(C2=CC=C(C=C12)C=1C=C2C(=NC1)NC=C2CC)=O 4-(aminomethyl)-6-(3-ethyl-1H-pyrrolo[2,3-b]pyridin-5-yl)phthalazin-1(2H)-one